aminopyrimidic acid, triisopropyl-ammonium salt C(C)(C)[NH+](C(C)C)C(C)C.NC1=NC(=NC=C1)C(=O)[O-]